BrC1=CC(=C(C=C1)NC(=O)C1(CCC1)F)C#N 1-fluoro-cyclobutanecarboxylic acid (4-bromo-2-cyano-phenyl)-amide